COC1=NC=CC2=C1C=C(N2)C(=O)OCC ethyl 4-methoxy-1H-pyrrolo[3,2-c]pyridine-2-carboxylate